1,4-bis(di(buta-1,3-dien-1-yloxy)bismuthanyl)benzene C(=CC=C)O[Bi](C1=CC=C(C=C1)[Bi](OC=CC=C)OC=CC=C)OC=CC=C